oleyl 3-hydroxybutyrate OC(CC(=O)OCCCCCCCC\C=C/CCCCCCCC)C